(P)-6-amino-3-(2-fluorophenyl)-7-(3-hydroxy-2,6-dimethyl-phenyl)benzimidazole-5-carboxamide NC=1C(=CC2=C(N=CN2C2=C(C=CC=C2)F)C1C1=C(C(=CC=C1C)O)C)C(=O)N